CCCCC[C@@H](/C=C/C1=CCC(=O)[C@@H]1C/C=C\\CCCC(=O)[O-])O The molecule is a prostaglandin carboxylic acid anion that is the conjugate base of prostaglandin C2, obtained by deprotonation of the carboxy group; major species at pH 7.3. It is a conjugate base of a prostaglandin C2.